3-{2-oxa-6-azaspiro[3.3]heptan-6-yl}propan-1-one C1OCC12CN(C2)CCC=O